(R)-1-((S)-10-methyl-1,2,4a,5-tetrahydro-4H-[1,4]oxazino[4',3':4,5][1,4]oxazino[2,3-b]quinoxalin-8-yl)ethan-1-amine CC1=CC=2N=C3C(=NC2C(=C1)[C@@H](C)N)OC[C@H]1N3CCOC1